O1C(CCCC1)N1N=CC(=C1)C1=CC=C(C=C1)N1CCC(CC1)COS(=O)(=O)C methanesulfonic acid (1-(4-(1-(tetrahydro-2H-pyran-2-yl)-1H-pyrazol-4-yl)phenyl)piperidin-4-yl)methyl ester